(3,6-dihydro-2H-pyran-4-yl)naphthalen-1-amine O1CCC(=CC1)C1=C(C2=CC=CC=C2C=C1)N